5-(1-(tetrahydro-2H-pyran-4-yl)-1,6-dihydroimidazo[4,5-d]pyrrolo[2,3-b]pyridin-2-yl)furan-2-carbaldehyde O1CCC(CC1)N1C(=NC=2C1=C1C(=NC2)NC=C1)C1=CC=C(O1)C=O